CNCC[C@@H](C=1SC=CC1)OC1=CC=CC2=CC=CC=C12 (S)-N-Methyl-3-(naphthalen-1-yloxy)-3-(thiophen-2-yl)propan-1-amine